7-cyclopropyl-1-methylpyrrolo[2,3-c]pyridine-2-carboxylic acid C1(CC1)C=1N=CC=C2C1N(C(=C2)C(=O)O)C